3-bromo-2-[3-(2,2,2-trifluoroethyl)-1H-1,2,4-triazol-5-yl]pyridine BrC=1C(=NC=CC1)C1=NC(=NN1)CC(F)(F)F